FC=1C(=NC(=NC1)NC=1C(=NN(C1)C)OC)C1=CNC2=C(C=CC=C12)NC(=O)[C@@H]1N(CCC1)[C@@H]1CN(CC1)C (2R,3'S)-N-(3-(5-fluoro-2-((3-methoxy-1-methyl-1H-pyrazol-4-yl)amino)pyrimidin-4-yl)-1H-indol-7-yl)-1'-methyl-[1,3'-bipyrrolidine]-2-carboxamide